CC1(CC(=NN1C(C)=O)C1=CC=C(C=C1)C)CC(=C)C 1-(5-methyl-5-(2-methylallyl)-3-p-tolyl-4,5-dihydro-1H-pyrazol-1-yl)-1-ethanone